C1(=CC=CC=C1)C1C=NN(CC1)C(N)=N 4-phenyl-5,6-dihydropyridazine-1(4H)-carboximidamide